SSOSS mercaptothio ether